(S)-3-(4-(7-chloro-3-methyl-2-thioxo-2,3-dihydro-1H-benzo[d]imidazol-1-yl)phenyl)-2-(2-chloro-6-fluorobenzamido)propionic acid ClC1=CC=CC2=C1N(C(N2C)=S)C2=CC=C(C=C2)C[C@@H](C(=O)O)NC(C2=C(C=CC=C2F)Cl)=O